dichloro(pentamethyl-cyclopentadienyl)iridium Cl[Ir](C1(C(=C(C(=C1C)C)C)C)C)Cl